FC(C(=O)NC=1C(=C(C(=O)N)C=CC1F)F)F 3-(2,2-difluoroacetamido)-2,4-difluorobenzamide